OC1CCN(CC1)C1=CC=C(C=C1)C(\C=C\C1=CC(=C(C=C1)OC)OCC1=CC=CC=C1)=O (E)-1-[4-(4-Hydroxypiperidin-1-yl)phenyl]-3-(4-methoxy-3-phenylmethoxyphenyl)prop-2-en-1-one